[O].[C].O water carbon oxygen